(1R,4R,7R)-2-{2-[1-(cyclopropylmethyl)-1H-pyrrolo[2,3-b]pyridin-2-yl]-7-methoxy-1-{[(3S)-pyrrolidin-3-yl]methyl}-1H-1,3-benzodiazole-5-carbonyl}-2-azabicyclo[2.2.1]heptan-7-amine C1(CC1)CN1C(=CC=2C1=NC=CC2)C2=NC1=C(N2C[C@@H]2CNCC2)C(=CC(=C1)C(=O)N1[C@@H]2CC[C@H](C1)[C@H]2N)OC